COC([C@H]([C@@H](C=C)C)N(C(=O)OC(C)(C)C)CC=C)=O (2S,3R)-2-(allyl-(t-butoxycarbonyl)amino)-3-methylpent-4-enoic acid methyl ester